O=C1N(CCC(N1)=O)C1=CC=C(C=C1)N1CCC(CC1)C=O (4-(2,4-Dioxotetrahydropyrimidin-1(2H)-yl)phenyl)piperidine-4-carbaldehyde